ClC=1C(=C(C#N)C=CC1)C 3-chloro-2-methylbenzonitrile